NC=1C(=NC=C(C1)N1CCOCC1)C(=O)C1=C2C=NNC2=C(C=C1)F (3-Amino-5-morpholino-2-pyridyl)-(7-fluoro-1H-indazol-4-yl)methanone